4-((4-(4-amino-5-methoxy-2-methylphenyl)piperazin-1-yl)methyl)piperidine NC1=CC(=C(C=C1OC)N1CCN(CC1)CC1CCNCC1)C